dimethyl (5-(trimethylsilyl)pent-2-en-4-yn-1-yl)phosphonate C[Si](C#CC=CCP(OC)(OC)=O)(C)C